2-[(4-{3-[(4-chloro-2-fluorobenzyl) oxy] pyrazin-2-yl} piperidin-1-yl) methyl]-1-[(2S)-oxetan-2-ylmethyl]-1H-benzimidazole-6-carboxylate ClC1=CC(=C(COC=2C(=NC=CN2)C2CCN(CC2)CC2=NC3=C(N2C[C@H]2OCC2)C=C(C=C3)C(=O)[O-])C=C1)F